6-[3-(dimethylamino)propoxy]-7-methoxy-N-methyl-1H,2H,3H-cyclopenta[b]quinolin-9-amine CN(CCCOC=1C(=CC=2C(=C3C(=NC2C1)CCC3)NC)OC)C